FC1=C(C(=CC2=C1C[C@@H](CO2)NCC2CC(C2)C2=CC=CC=C2)O)N2CC(NS2(=O)=O)=O 5-[(3S)-5-fluoro-7-hydroxy-3-{[(3-phenylcyclobutyl)methyl]amino}-3,4-dihydro-2H-1-benzopyran-6-yl]-1λ6,2,5-thiadiazolidine-1,1,3-trione